C(C=C)(=O)OC1(C(CCC1)C)C 1,2-dimethylcyclopentanol acrylate